rel-5-fluoro-4-iodo-2-methyl-6-{[(1r,4r)-4-(trifluoromethyl)cyclohexyl]oxy}-pyrimidine FC=1C(=NC(=NC1OC1CCC(CC1)C(F)(F)F)C)I